Cl.C(C)N(C(C1=C(C=CC(=C1)F)OC1=C(N=CN=N1)N1CC2(CN(C2)C(C(C)C)CC(CNCC)O)CC1)=O)C(C)C N-ethyl-2-((5-(2-(6-(ethylamino)-5-hydroxy-2-methylhexan-3-yl)-2,6-diazaspiro[3.4]octan-6-yl)-1,2,4-triazin-6-yl)oxy)-5-fluoro-N-isopropylbenzamide hydrochloride